COC1=CC=C2C=NN(C2=C1NS(=O)(=O)C=1C=NN(C1)C1=NC=CC(=C1)[C@@H](CC)OC)C (R)-N-(6-METHOXY-1-METHYL-1H-INDAZOL-7-YL)-1-(4-(1-METHOXYPROPYL)PYRIDIN-2-YL)-1H-PYRAZOLE-4-SULFONAMIDE